COC1=CC=2N(C(C(=C(N2)C(F)(F)F)C=2C=NN(C2)CCCC(F)(F)F)=O)C=C1 8-methoxy-3-(1-(4,4,4-trifluorobutyl)-1H-pyrazol-4-yl)-2-(trifluoromethyl)-4H-pyrido[1,2-a]pyrimidin-4-one